Butyl-3-ethyl-4-hydroxy-5-isopropyl-pyrazol C(CCC)N1N=C(C(=C1C(C)C)O)CC